N-((R)-1-(4-(((R)-1-(3-(difluoromethyl)-2-fluorophenyl)ethyl)amino)quinolin-6-yl)pyrrolidin-3-yl)acetamide FC(C=1C(=C(C=CC1)[C@@H](C)NC1=CC=NC2=CC=C(C=C12)N1C[C@@H](CC1)NC(C)=O)F)F